[Na].OC(CS(=O)(=O)O)C 2-hydroxypropanesulfonic acid sodium